ClC1=CC(=C(C=C1)C1=NC(=NC2=NC(=C(N=C12)C)C)C1(C[C@@H](OCC1)C=1C=NN(C1)C1CC1)OC)F 4-(4-chloro-2-fluorophenyl)-2-((2R)-2-(1-cyclopropyl-1H-pyrazol-4-yl)-4-methoxytetrahydro-2H-pyran-4-yl)-6,7-dimethyl-pteridine